5-(4-(2,2-Difluoroethyl)-1-((5-methoxy-7-methyl-1H-indol-4-yl)methyl)piperazin-2-yl)-1,2,3,4-tetrahydroquinoline-8-carboxylic acid FC(CN1CC(N(CC1)CC1=C2C=CNC2=C(C=C1OC)C)C1=C2CCCNC2=C(C=C1)C(=O)O)F